C(CCC)OC1=C2C(=C(C=3C(NC(C13)=N)=N)OCCCC)C=CC=C2 4,9-dibutoxy-1H-benzo[f]isoindole-1,3(2H)-diimine